FC1=NC(=CC=C1N1CCN(CC1)CC=1C=CC=2C=3C(C(NC2C1)=O)=CSC3)C(NC)=O 7-((4-(2-fluoro-6-(methylcarbamoyl)pyridin-3-yl)piperazin-1-yl)methyl)thieno[3,4-c]quinolin-4(5H)-one